C(OCC1CC(C1)C=1C=NC(=NC1)NC1=C(C=C(C=C1)S(N)(=O)=O)F)(OC1=CC=C(C=C1)[N+](=O)[O-])=O (3-(2-((2-fluoro-4-sulfamoylphenyl)amino)pyrimidin-5-yl)cyclobutyl)methyl (4-nitrophenyl) carbonate